ClC1=NN2C(N=CC3=C2[C@@](CN3C(=O)NC3=C(N=NC(=C3)C(F)F)C#N)(C(F)(F)F)C)=C1 (R)-2-chloro-N-(3-cyano-6-(difluoromethyl)pyridazin-4-yl)-8-methyl-8-(trifluoromethyl)-7,8-dihydro-6H-pyrazolo[1,5-a]pyrrolo[2,3-e]pyrimidine-6-carboxamide